3-(sec-butyl)-N-methyl-2-oxo-1,2,3,5-tetrahydro-4H-benzo[1,4]diazepine-4-carboxamide C(C)(CC)C1C(NC2=C(CN1C(=O)NC)C=CC=C2)=O